(S)-3-amino-N-(piperidin-3-yl)-6-(2-(1-(2,2,2-trifluoroethyl)-1H-pyrazol-4-yl)pyridin-4-yl)pyrazine-2-carboxamide NC=1C(=NC(=CN1)C1=CC(=NC=C1)C=1C=NN(C1)CC(F)(F)F)C(=O)N[C@@H]1CNCCC1